OC(CC1=C(N=NC=C1)C(=O)N)C=1C=NC=CC1 (2-hydroxy-2-pyridin-3-ylethyl)pyridazine-3-carboxamide